C1(=CC=CC=C1)CCCCC=1SC=C(N1)\C=N/O (Z)-2-(4-phenylbutyl)thiazole-4-carbaldehyde oxime